methyl 1-(3-fluorobenzyl)-3,3-dimethyl-2-oxoindoline-6-carboxylate FC=1C=C(CN2C(C(C3=CC=C(C=C23)C(=O)OC)(C)C)=O)C=CC1